6-[5-(difluoromethyl)-1,3,4-oxadiazol-2-yl]-2-[(1s,2s)-2-(6-fluoropyridin-2-yl)-2-hydroxy-1-(pyridin-2-yl)ethyl]-2,3-dihydro-1H-isoindol-1-one FC(C1=NN=C(O1)C1=CC=C2CN(C(C2=C1)=O)[C@H]([C@H](O)C1=NC(=CC=C1)F)C1=NC=CC=C1)F